allyl-sulfonic acid C(C=C)S(=O)(=O)O